N[C@@H]1CN(CCC1)CC=1C=C(C=C(C1)N1C=NC(=C1)C)NC(C1=NC=CC(=C1)C1=CC(=CC=C1)C(F)F)=O (S)-N-(3-((3-aminopiperidin-1-yl)methyl)-5-(4-methyl-1H-imidazol-1-yl)phenyl)-4-(3-(difluoromethyl)phenyl)picolinamide